9-[1-({4-[(2-aminoethyl)amino]cyclohexyl}acetyl)azetidin-3-yl]oxy-5,5-dihydroxy-6-oxa-5-boranuidatricyclo[5.4.0.02,4]undeca-1(7),8,10-triene-8-carboxylate NCCNC1CCC(CC1)CC(=O)N1CC(C1)OC1=C(C=2O[B-](C3CC3C2C=C1)(O)O)C(=O)[O-]